Cl.NC(COC1=C(C=C(C(=O)N)C=C1I)I)C 4-(2-aminopropoxy)-3,5-diiodobenzamide hydrochloride